tert-butyl ((3R,4S)-1-benzyl-3-((((1s,4S)-4-(3-fluorophenyl)cyclohexyl)oxy)methyl)piperidin-4-yl)carbamate C(C1=CC=CC=C1)N1C[C@H]([C@H](CC1)NC(OC(C)(C)C)=O)COC1CCC(CC1)C1=CC(=CC=C1)F